FC1=C(C=CC(=C1OC)F)CN (2,4-difluoro-3-methoxyphenyl)methanamine